tert-Butyl 2-((2-chloro-3-(3-chloro-2-(4-formyl-3-methoxyphenyl)pyridin-4-yl)phenyl)carbamoyl)-1-methyl-1,4,6,7-tetrahydro-5H-imidazo[4,5-c]pyridine-5-carboxylate ClC1=C(C=CC=C1C1=C(C(=NC=C1)C1=CC(=C(C=C1)C=O)OC)Cl)NC(=O)C=1N(C2=C(CN(CC2)C(=O)OC(C)(C)C)N1)C